(R)-3-fluoro-pyrroline FC1=CNCC1